C(C)C1=C(C(=C2C(=N1)CC=1C=C(C(=CC12)OC)OC)C1=C(C=CC=C1)OC)CC (R)-2,3-diethyl-6,7-dimethoxy-4-(2-methoxyphenyl)-9H-indeno[2,1-b]pyridine